tert-butyl 3-((2-(2-(2,6-dioxopiperidin-3-yl)-1-oxoisoindoline-5-carboxamido)pyrimidin-4-yl)oxy)pyrrolidine-1-carboxylate O=C1NC(CCC1N1C(C2=CC=C(C=C2C1)C(=O)NC1=NC=CC(=N1)OC1CN(CC1)C(=O)OC(C)(C)C)=O)=O